3-[[(9H-fluoren-9-ylmethoxy)carbonyl]amino]-propionic acid C1=CC=CC=2C3=CC=CC=C3C(C12)COC(=O)NCCC(=O)O